1-cyclohexyl-2-((4-fluorophenoxy)methyl)-1,6-dihydrodipyrrolo[2,3-b:2',3'-d]Pyridine C1(CCCCC1)N1C(=CC=2C1=C1C(=NC2)NC=C1)COC1=CC=C(C=C1)F